ClC1=NC=C(C(=C1)NC(C(=O)N)=C)[N+](=O)[O-] (R)-2-((2-chloro-5-nitropyridin-4-yl)amino)propenamide